5-(diethylamino)phenol C(C)N(C=1C=CC=C(C1)O)CC